N-(benzo[b]thiophen-7-yl)-4-(methylsulfonyl)-2-(6-azaspiro[2.5]octan-6-yl)benzamide S1C2=C(C=C1)C=CC=C2NC(C2=C(C=C(C=C2)S(=O)(=O)C)N2CCC1(CC1)CC2)=O